1-(4-((3-(((tert-butyldimethylsilyl)oxy)methyl)benzyl)oxy)phenyl)-3-((2-(2,6-dioxopiperidin-3-yl)-1-oxoisoindolin-5-yl)methyl)urea [Si](C)(C)(C(C)(C)C)OCC=1C=C(COC2=CC=C(C=C2)NC(=O)NCC=2C=C3CN(C(C3=CC2)=O)C2C(NC(CC2)=O)=O)C=CC1